1-p-toluenesulfonyloxy-2,5-octadiyne CC1=CC=C(C=C1)S(=O)(=O)OCC#CCC#CCC